1-(4-(4-((4-([1,2,4]triazolo[1,5-a]pyridin-7-yloxy)-3-(trifluoromethyl)phenyl)amino)pyrido[3,2-d]pyrimidin-6-yl)-2,2-dimethylpiperazin-1-yl)prop-2-en-1-one N=1C=NN2C1C=C(C=C2)OC2=C(C=C(C=C2)NC=2C1=C(N=CN2)C=CC(=N1)N1CC(N(CC1)C(C=C)=O)(C)C)C(F)(F)F